OCC1=NOC(=C1)C=1C=C(C#N)C=C(C1)OC 3-(3-(Hydroxymethyl)isoxazol-5-yl)-5-methoxybenzonitrile